tert-butyl 6-cyano-3,4-dihydro-2,7-naphthyridine-2(1H)-carboxylate C(#N)C=1C=C2CCN(CC2=CN1)C(=O)OC(C)(C)C